F[C@H]1C[C@H]2[C@@H]3C[C@H]([C@](C(CO)=O)([C@]3(C[C@@H]([C@@]2([C@]2(C=CC(C=C12)=O)C)F)O)C)O)O (6α,9α,11β,16α)-6,9-difluoro-11,16,17,21-tetrahydroxy-pregna-1,4-diene-3,20-dione